(R)-3-({5-trifluoromethyl-4-[(4-fluorobenzyl)amino]pyrimidin-2-yl}amino)-N-(piperidin-3-yl)benzamide FC(C=1C(=NC(=NC1)NC=1C=C(C(=O)N[C@H]2CNCCC2)C=CC1)NCC1=CC=C(C=C1)F)(F)F